2-iodo-1-methoxy-4-(trifluoromethyl)benzene 2-propenyl-1-oxa-4-azaspiro[4.5]decane-4-carbodithioate C(=CC)C1OC2(N(C1)C(=S)S)CCCCC2.IC2=C(C=CC(=C2)C(F)(F)F)OC